C1(CCCCC1)NC1=NC(=NC2=CC=C(C=C12)C)NC1=CC(=CC(=C1)Cl)Cl N4-cyclohexyl-N2-(3,5-dichlorophenyl)-6-methylquinazoline-2,4-diamine